1-[6-(difluoromethyl)-5-methyl-3-pyridyl]-(3-fluoro-2-nitro-phenyl)methanol FC(C1=C(C=C(C=N1)C(O)C1=C(C(=CC=C1)F)[N+](=O)[O-])C)F